N-[4-(Chlorodifluoromethoxy)phenyl]-1-(3-methyl-4-oxo-3,4-dihydroquinazolin-7-yl)-6-oxo-1,6-dihydropyridine-3-carboxamide ClC(OC1=CC=C(C=C1)NC(=O)C1=CN(C(C=C1)=O)C1=CC=C2C(N(C=NC2=C1)C)=O)(F)F